C(C)(C)(C)[Si](C1=CC=CC=C1)(C1=CC=CC=C1)OCC1CC(C1)I tert-Butyl(((1r,3r)-3-iodocyclobutyl)methoxy)diphenylsilane